CN(CCC(=O)N1C2=C(C=3CC(C=CC13)C(=O)O)C=CN=C2)C 9-(3-(dimethylamino)propanoyl)-5H-pyrido[3,4-b]indole-6-carboxylic acid